3-(((2S)-2-Methylpyrrolidin-3-yl)amino)bicyclo[1.1.1]pentan-1-ol dihydrochloride Cl.Cl.C[C@@H]1NCCC1NC12CC(C1)(C2)O